Diphenyl-zinc C1(=CC=CC=C1)[Zn]C1=CC=CC=C1